[6-(5-cyclopropyl-4H-1,2,4-triazol-3-yl)-2-azaspiro[3.3]heptan-2-yl]-[2-(3,4-difluorophenyl)sulfonyl-2,6-diazaspiro[3.3]heptan-6-yl]methanone C1(CC1)C=1NC(=NN1)C1CC2(CN(C2)C(=O)N2CC3(CN(C3)S(=O)(=O)C3=CC(=C(C=C3)F)F)C2)C1